3-chloro-2,6-difluoro-4-(3-((3-fluorocyclobutyl)(methyl)amino)-3-methylpyrrolidin-1-yl)-N-(6-fluoropyridin-2-yl)benzenesulfonamide ClC=1C(=C(C(=CC1N1CC(CC1)(C)N(C)C1CC(C1)F)F)S(=O)(=O)NC1=NC(=CC=C1)F)F